ClC1=CC=C(C=N1)COC1=CC=CC(=N1)C1=CC(=C(C=C1F)CC=1N(C2=C(N1)C=CC(=C2)C(=O)O)C2COCC2(C)C)F 2-[[4-[6-[(6-chloro-3-pyridyl)methoxy]-2-pyridyl]-2,5-difluoro-phenyl]methyl]-3-(4,4-dimethyltetrahydrofuran-3-yl)benzimidazole-5-carboxylic acid